O=C1CC(C=2C1=NC=CC2)C(=O)N 7-oxo-6,7-dihydro-5H-cyclopenta[b]pyridine-5-carboxamide